[Pb].[Ni].[Zn].[Cu] copper-zinc-nickel-lead